C(O)C=C(C(=O)N)C Methylolmethacrylamid